1-[(4-chlorophenyl)methyl]-4,7-dimethyl-2-[3-(trifluoromethoxy)phenoxy]-1H,4H,5H,6H,7H,8H-imidazo[4,5-e][1,4]diazepine-5,8-dione ClC1=CC=C(C=C1)CN1C(=NC=2N(C(CN(C(C21)=O)C)=O)C)OC2=CC(=CC=C2)OC(F)(F)F